tert-Butyl 3-azido-5-fluorobenzylcarbamate N(=[N+]=[N-])C=1C=C(CNC(OC(C)(C)C)=O)C=C(C1)F